Tin-lead [Pb].[Sn]